potassium telluride hydride [H-].[Te-2].[K+]